C1(CCCCC1)C(CCN1CCOCC1)N1N=CC=C1C 4-(3-cyclohexyl-3-(5-methyl-1H-pyrazol-1-yl)propyl)morpholine